6-Oxo-2-[4-(1H-tetrazol-5-yl)-piperidin-1-yl]-4-thiophen-2-yl-1,6-dihydro-pyrimidine-5-carbonitrile O=C1C(=C(N=C(N1)N1CCC(CC1)C1=NN=NN1)C=1SC=CC1)C#N